C(CCCCC)[Si](F)(CCCCCC)CCCCCC Trihexylfluorosilane